OCCCC(C=1N=NNC1)N(C(CCCO)C=1N=NNC1)C(CCCO)C=1N=NNC1 tris(3-hydroxypropyl-triazolylmethyl)-amine